4-(6-acryloyloxyhexyloxy)-4'-cyanobiphenyl C(C=C)(=O)OCCCCCCOC1=CC=C(C=C1)C1=CC=C(C=C1)C#N